C1(CC1)N1C(C[C@H](C1)CN1N=C2N=C(C=CC2=C1)C1=C(C=C(C=C1C)C(F)(F)F)OCOCC)=O |r| (R and S)-1-cyclopropyl-4-((6-(2-(ethoxymethoxy)-6-methyl-4-(trifluoromethyl)phenyl)-2H-pyrazolo[3,4-b]pyridin-2-yl)methyl)pyrrolidin-2-one